C(C)(C)(C)OC(=O)N[C@H]1CNCCC1 (R)-3-tert-butoxycarbonylaminopiperidine